2-[[2-[2-oxo-3-(3-oxo-4H-1,4-benzoxazin-6-yl)-1,3-oxazolidin-5-yl]ethylamino]methyl]-2,3-dihydro-1H-indene-4-carbonitrile O=C1OC(CN1C=1C=CC2=C(NC(CO2)=O)C1)CCNCC1CC=2C=CC=C(C2C1)C#N